(R)-tert-butyl 4-(6-iodo-5-(4-methoxy-4-oxobutan-2-yl)pyrimidin-4-yl)piperazine-1-carboxylate IC1=C(C(=NC=N1)N1CCN(CC1)C(=O)OC(C)(C)C)[C@H](C)CC(=O)OC